C1(CCCC1)C(=O)N1[C@H]([C@H](CCC1)C1=NNC=C1)CO[C@@H]1CC[C@@H](CC1)C(C)C cyclopentyl((CIS)-2-((((CIS)-4-isopropylcyclohexyl)oxy)methyl)-3-(1H-pyrazol-3-yl)piperidin-1-yl)methanone